FC1=C(C=CC(=C1)C=1C=NN(C1)C1OCCCC1)C=1CC=NCC1 4-(2-fluoro-4-(1-(tetrahydro-2H-pyran-2-yl)-1H-pyrazol-4-yl)phenyl)-3,6-dihydropyridine